ClC1=C(N(C(C=C1)C)C)C1=NC=CC=C1 chloro-N,6-dimethyl-[2,2'-bipyridine]